C(C)N1C(CC(CC1)C(=O)N(CC1=CC=C(C=C1)NC1=CC=C(C=C1)N1CCC(CC1)C(F)(F)F)O)=O 1-Ethyl-N-hydroxy-2-oxo-N-(4-((4-(4-(trifluoromethyl)piperidin-1-yl)phenyl)amino)benzyl)piperidine-4-carboxamide